COC(C1=C(C=C2C3(CC(N(C2=N1)C(=O)OC(C)(C)C)C3)F)CNCCCCO)OC tert-butyl 7-(dimethoxymethyl)-4-fluoro-6-(((4-hydroxybutyl)amino)methyl)-3,4-dihydro-2,4-methylene-1,8-naphthyridine-1(2H)-carboxylate